C(C)(C)(C)OC(=O)N1CC2=NN(C=C2C1)C=1C=NC(=CC1)C(=O)NC 2-(6-(methylaminocarbonyl)pyridin-3-yl)-2,6-dihydropyrrolo[3,4-c]pyrazole-5(4H)-carboxylic acid tert-butyl ester